CN1C2=C(OC[C@@H](C1=O)NC(OC(C)(C)C)=O)C=CC(=C2)OCCN2N=CC=CC2=O tert-butyl (S)-(5-methyl-4-oxo-7-(2-(6-oxopyridazin-1(6H)-yl)ethoxy)-2,3,4,5-tetrahydrobenzo[b][1,4]oxazepin-3-yl)carbamate